1-methyl-N-[(2R,3S)-1-[1-(1-methyl-6-oxo-3-pyridyl)indazol-5-yl]-5-oxo-2-phenyl-pyrrolidin-3-yl]cyclopropanecarboxamide CC1(CC1)C(=O)N[C@@H]1[C@H](N(C(C1)=O)C=1C=C2C=NN(C2=CC1)C1=CN(C(C=C1)=O)C)C1=CC=CC=C1